dimethyl-2-methylene-6-octenal CC(=C(CCCC(C=O)=C)C)C